O1C(COC(C1)O)O Dioxane-2,5-diol